2-octoxyisoindoline-1,3-dione C(CCCCCCC)ON1C(C2=CC=CC=C2C1=O)=O